5-chloromethyl-bicyclo(2.2.1)hept-2-ene ClCC1C2C=CC(C1)C2